(S)-2-(2-(benzyloxy)ethyl)oxapropylene C(C1=CC=CC=C1)OCCC(=O)C